(3S)-N-cyclobutyl-5-[cyclopentyl(methyl)amino]-3-({1-cyclopentyl-5-[2-(trifluoromethyl)phenyl]-1H-pyrazol-3-yl}formamido)pentanamide C1(CCC1)NC(C[C@H](CCN(C)C1CCCC1)NC(=O)C1=NN(C(=C1)C1=C(C=CC=C1)C(F)(F)F)C1CCCC1)=O